N-(5-chloro-4-(2H-1,2,3-triazol-2-yl)thiazol-2-yl)-1-(1-carbonyl-1,2-dihydroisoquinolin-5-yl)-5-(trifluoromethyl)-1H-pyrazole-4-carboxamide ClC1=C(N=C(S1)NC(=O)C=1C=NN(C1C(F)(F)F)C1=C2C=CNC(C2=CC=C1)=C=O)N1N=CC=N1